4-(2-(3-Nitrophenoxy)ethyl)morpholine [N+](=O)([O-])C=1C=C(OCCN2CCOCC2)C=CC1